C1(CCC1)C(=O)N1CCC(CC1)CN1[C@H]([C@H]([C@@H]([C@H](C1)O)O)O)CO cyclobutyl-(4-(((2s,3r,4r,5s)-3,4,5-trihydroxy-2-(hydroxymethyl)piperidin-1-yl)methyl)piperidin-1-yl)methanone